(R)-4-[6-(6-oxo-1H-pyrazine-2-carbonyl)-6-azaspiro[3.4]octan-8-yl]benzonitrile O=C1C=NC=C(N1)C(=O)N1CC2(CCC2)[C@H](C1)C1=CC=C(C#N)C=C1